3-chloro-N-methyl-anilinium hydrochloride Cl.ClC=1C=C([NH2+]C)C=CC1